2-fluoro-3-methoxy-6-(4-methoxytetrahydropyran-4-yl)pyridine FC1=NC(=CC=C1OC)C1(CCOCC1)OC